COC=1C=C(CN(C=2SC=C(N2)COCCN2C(CNCC2)=O)CC2=CC(=CC=C2)OC)C=CC1 1-(2-((2-(bis(3-methoxybenzyl)amino)thiazol-4-yl)methoxy)ethyl)piperazin-2-one